1-ethyl-4-[4-(4,4,5,5-tetramethyl-1,3,2-dioxaborolan-2-yl)phenyl]piperazine C(C)N1CCN(CC1)C1=CC=C(C=C1)B1OC(C(O1)(C)C)(C)C